BrC=1C=CC=C2C=CC=C(C12)C(CCC)O 1-(8-bromonaphthalen-1-yl)butan-1-ol